CC1=C(C=CC=C1C)OB(O)O (2,3-dimethylphenyl)boric acid